CO/C(=C(\C(C(F)(F)F)(F)F)/F)/C(C(C(F)(F)F)(F)F)(F)F 4-methoxy-(E)-perfluoro-3-heptene